[(R)-4-(6-Amino-4-methyl-pyridin-3-yl)-2-hydroxymethyl-piperazin-1-yl]-[4-methoxy-5-(4-trifluoromethyl-phenyl)-pyridin-2-yl]-methanone NC1=CC(=C(C=N1)N1C[C@@H](N(CC1)C(=O)C1=NC=C(C(=C1)OC)C1=CC=C(C=C1)C(F)(F)F)CO)C